COC(=O)C=1C=NN2C1N=C(C=C2C(F)F)C2=C(C=CC=C2)Br 5-(2-bromophenyl)-7-difluoromethylpyrazolo[1,5-a]pyrimidine-3-carboxylic acid methyl ester